4-(1-((5-Cyclopropyl-7-methyl-1H-indol-4-yl)methyl)-4-(2,2,2-trifluoroethyl)piperazin-2-yl)benzoic acid C1(CC1)C=1C(=C2C=CNC2=C(C1)C)CN1C(CN(CC1)CC(F)(F)F)C1=CC=C(C(=O)O)C=C1